CC1([C@H](C1)N1C(C(=CC=C1)NC(=O)C1=CC=2C(N=C1OC(C)C)=NN(C2)C21COC(C2)(C1)C)=O)C (S)-N-(1-(2,2-dimethylcyclopropyl)-2-oxo-1,2-dihydropyridin-3-yl)-6-isopropoxy-2-(1-methyl-2-oxabicyclo[2.1.1]hexan-4-yl)-2H-pyrazolo[3,4-b]pyridine-5-carboxamide